FC(CCN1N=C2N(C=NC=C2)C1=O)(F)F 2-(3,3,3-trifluoropropyl)-[1,2,4]triazolo[4,3-c]pyrimidin-3-one